(6-cyano-1-cyclopropyl-1H-indol-2-yl)carbamic acid ethyl ester C(C)OC(NC=1N(C2=CC(=CC=C2C1)C#N)C1CC1)=O